Cl.CN(NCC1=C(C=C(C(=C1)F)F)F)C(=O)C1CC1 N-methyl-N'-(2,4,5-trifluorobenzyl)cyclopropanecarbohydrazide hydrochloride